(S)-3-(3-chlorophenyl)-1-(8,9-difluoro-6-oxo-1,4,5,6-tetrahydro-2H-pyrano[3,4-c]isoquinolin-1-yl)-1-methylurea ClC=1C=C(C=CC1)NC(N(C)[C@@H]1COCC=2NC(C=3C=C(C(=CC3C21)F)F)=O)=O